C1(=CC=CC=C1)OC(=O)N1CC2=CC(=C(C=C2CC1)N1N=C(C2=CC=CC=C12)C(N(C1=CC=CC=C1)C1=CC=CC=C1)=O)C(=O)N1CC2=CC=CC=C2C[C@H]1CN1CCOCC1 6-[3-(diphenylcarbamoyl)-1H-indazol-1-yl]-7-{[(3S)-3-(morpholin-4-ylmethyl)-3,4-dihydroisoquinolin-2(1H)-yl]carbonyl}-3,4-dihydroisoquinoline-2(1H)-carboxylic acid phenyl ester